C(CCCCCCCCCCCCCCCCCCCCC)(=O)OCCCCCCCCCCOC(CCCCCCCCCCCCCCCCCCCCC)=O 1,10-decanediol dibehenate